tert-butyl 4,4-difluoro-5-(((perfluorobutyl) sulfonyl) oxy)-2,3,4,7-tetrahydro-1H-azepine-1-carboxylate FC1(CCN(CC=C1OS(=O)(=O)C(C(C(C(F)(F)F)(F)F)(F)F)(F)F)C(=O)OC(C)(C)C)F